C1(=CC=CC=C1)[Si](O[Al+2])(C1=CC=CC=C1)C1=CC=CC=C1 (triphenylsiloxy)aluminum(III)